3-(4-(trifluoromethyl)phenyl)-5-(1,2,4-oxadiazolyl)nicotinic acid FC(C1=CC=C(C=C1)C1(C(=O)O)CN=CC(=C1)C1=NOC=N1)(F)F